(R)-N-((R)-1-(5-chlorothiazol-2-yl)ethyl)-2-methylpropan-2-sulfinamide ClC1=CN=C(S1)[C@@H](C)N[S@](=O)C(C)(C)C